(5S)-6-[4-(cyclopent-1-en-1-yl)-3-(trifluoromethyl)phenyl]-5-methyl-4,5-dihydro-1,2,4-triazin-3(2H)-one C1(=CCCC1)C1=C(C=C(C=C1)C=1[C@@H](NC(NN1)=O)C)C(F)(F)F